C(CC)C1CCN(CC1)C1=NC=C(C=N1)N 2-(4-propylpiperidin-1-yl)pyrimidin-5-amine